COC=1C=C(C=C(C1OC)[Se]C)C(\C(=C\C1=C(C=C(C=C1)OC)F)\C)=O (E)-1-(3,4-dimethoxy-5-(methylseleno)phenyl)-3-(2-fluoro-4-methoxyphenyl)-2-methylpropan-2-en-1-one